NCCNC=1C=CC(=NC1)NC=1N=CC2=C(N1)N(C(C(=C2)Br)=O)C2CCCC2 2-[5-(2-Amino-ethylamino)-pyridin-2-ylamino]-6-bromo-8-cyclopentyl-8H-pyrido[2,3-d]pyrimidin-7-one